tert-butyl 2-(4-(4-((5-chloro-6-(2H-1,2,3-triazol-2-yl)pyridin-3-yl)carbamoyl)-5-(trifluoromethyl)-1H-pyrazol-1-yl)isoquinolin-1-yl)azetidine-1-carboxylate ClC=1C=C(C=NC1N1N=CC=N1)NC(=O)C=1C=NN(C1C(F)(F)F)C1=CN=C(C2=CC=CC=C12)C1N(CC1)C(=O)OC(C)(C)C